FC1=NN(C=C1C1=NC=CC(=N1)NC=1N=CC2=C(C=CC(=C2C1)C(C)C)N1[C@@H]([C@H](C1)C[N+](=O)[O-])C)C N-(2-(3-fluoro-1-methyl-1H-pyrazol-4-yl)pyrimidin-4-yl)-5-isopropyl-8-((2R,3R)-2-methyl-3-(nitromethyl)azetidin-1-yl)isoquinolin-3-amine